perfluoro(2,2-dimethyl-3-butanone) FC(C(C(C(F)(F)F)=O)(C(F)(F)F)C(F)(F)F)(F)F